diglycidyl-cyclooctane C(C1CO1)C1(CCCCCCC1)CC1CO1